phenyl (3-ethylisoxazol-5-yl)carbamate C(C)C1=NOC(=C1)NC(OC1=CC=CC=C1)=O